4-(1-methyl-3-pyrimidin-4-yl-pyrazol-4-yl)-1H-pyrrolo[2,3-b]pyridine CN1N=C(C(=C1)C1=C2C(=NC=C1)NC=C2)C2=NC=NC=C2